C(C)N(C(S)=S)CC.C(C=C)#N acrylonitrile N,N-diethyl-dithiocarbamate